C(C#CC)(=O)N1CCCC1 1-but-2-ynoylpyrrolidin